2-ethoxy-8-((2-fluoro-4-iodophenyl)amino)-3,4-dihydro-2,6-naphthyridin-1(2H)-one C(C)ON1C(C2=C(C=NC=C2CC1)NC1=C(C=C(C=C1)I)F)=O